C1(=CC(=CC=C1)C1=NCCC2=CC=CC=C12)C 1-(m-Tolyl)-3,4-dihydroisoquinoline